N-methacryloxyethyl-N,N-dimethylammonium C(C(=C)C)(=O)OCC[NH+](C)C